C(C)(C)(C)OC(=O)N[C@H](CN1C=NC=C1C(=O)OC)CC1=CC=C(C=C1)C(F)(F)F methyl (S)-1-(2-((tert-butoxycarbonyl)amino)-3-(4-(trifluoromethyl)phenyl)propyl)-1H-imidazole-5-carboxylate